(S)-2-(2,6-difluoro-4-(((R)-1,1,1-trifluorobutan-2-yl)amino)benzamido)-3-(6-(1-methyl-2,4-dioxo-1,4-dihydropyrido[3,4-d]pyrimidin-3(2H)-yl)pyridin-3-yl)propanoic acid FC1=C(C(=O)N[C@H](C(=O)O)CC=2C=NC(=CC2)N2C(N(C3=C(C2=O)C=CN=C3)C)=O)C(=CC(=C1)N[C@@H](C(F)(F)F)CC)F